C1(=CC=CC=C1)C1=NC(=NC(=N1)C1=CC=CC=C1)C=1C=C(C=C(C1)N1C2=CC=CC=C2C=2C=C(C=CC12)N1C2=C(C=3C=CC=CC13)N=CC=C2)N2C1=CC=CC=C1C=1C=C(C=CC21)N2C1=C(C=3C=CC=CC23)N=CC=C1 5,5'-((5-(4,6-diphenyl-1,3,5-triazin-2-yl)-1,3-phenylene)bis(9H-carbazole-9,3-diyl))bis(5H-pyrido[3,2-b]indole)